(S)-N-(chroman-4-yl)-2-(4-methyl-pyridin-3-yl)benzo-[d]thiazole-6-carboxamide O1CC[C@@H](C2=CC=CC=C12)NC(=O)C1=CC2=C(N=C(S2)C=2C=NC=CC2C)C=C1